N1(CCN(CCCNCCC1)CC=1C(=C(C(=O)N)C=C(C1)C)O)CC=1C(=C(C(=O)N)C=C(C1)C)O 3,3'-[1,4,8-triazacycloundecane-1,4-diylbis(methylene)]bis(2-hydroxy-5-methylbenzamide)